O=C1CN(C1)C(=O)OC(C)(C)C 1-Dimethylethyl 3-oxoazetidine-1-carboxylate